ClC1=NC(=NC=C1)CNC(=O)NC1=NC=NC(=C1)NCC=1N=C2N(C=C(C=C2)C2CC2)C1 1-((4-chloropyrimidin-2-yl)methyl)-3-(6-(((6-cyclopropylimidazo[1,2-a]pyridin-2-yl)methyl)amino)pyrimidin-4-yl)urea